O1COC2=C1C=CC(=C2)C=2C(=NC(=CN2)CCCO[Si](C)(C)C(C)(C)C)N2CCC(CC2)C(=O)OC(C)(C)C tert-Butyl 1-(3-(benzo[d][1,3]dioxol-5-yl)-6-(3-((tert-butyldimethylsilyl)oxy)propyl)pyrazin-2-yl)piperidine-4-carboxylate